2-[6-(ethylamino)-4-{3-[(4-methyl-1,2,4-triazol-3-yl)methyl]oxetan-3-yl}pyridin-2-yl]-6-{1-[(3S)-3-methylpiperidin-1-yl]-2-(methylsulfanyl)ethyl}-4-(methylsulfanyl)-3H-isoindol-1-one C(C)NC1=CC(=CC(=N1)N1C(C2=CC(=CC(=C2C1)SC)C(CSC)N1C[C@H](CCC1)C)=O)C1(COC1)CC1=NN=CN1C